C(C)(=O)OCC1=C(C(=O)OC)C=CC=C1 methyl 2-[(acetyloxy)methyl]benzoate